N1C=CC=2C1=NC=C(C2)OC2=C(C(=O)O)C=CC(=C2)N2CCN(CC2)CC=2CCN(CC2C2=CC=C(C=C2)Cl)CC2CCN(CC2)C(=O)OC(C)(C)C 2-((1H-pyrrolo[2,3-b]pyridin-5-yl)oxy)-4-(4-((1-((1-(tert-butoxycarbonyl)piperidin-4-yl)methyl)-5-(4-chlorophenyl)-1,2,3,6-tetrahydropyridin-4-yl)methyl)piperazin-1-yl)benzoic acid